COC1=NC2=CC=CC=C2C=C1C1=CN=C(N1)[C@H](CCCCCC(CC)=O)NC(=O)C1CC2(C1)CCN(CC2)C (S)-N-(1-(5-(2-Methoxychinolin-3-yl)-1H-imidazol-2-yl)-7-oxononyl)-7-methyl-7-azaspiro[3.5]nonan-2-carboxamid